1,4-bis(4-aminobenzoyl)phenylenediamine NC1=CC=C(C(=O)C2(C(C=C(C=C2)C(C2=CC=C(C=C2)N)=O)N)N)C=C1